4-(2-fluorophenyl)-5-(piperazine-1-carbonyl)pyridin-2(1H)-one FC1=C(C=CC=C1)C1=CC(NC=C1C(=O)N1CCNCC1)=O